C(C)(=O)O[C@@H]1C[C@@]2(C([C@H]3[C@H]4[C@@H]5CC[C@H]([C@@H](CCCC(C)C)C)[C@]5(CC[C@@H]4[C@]2(CC1)CO3)C)=O)O 3β-Acetoxy-5a-hydroxy-7β,19-epoxy-cholestan-6-on